The molecule is a 1-alkyl-2-acyl-sn-glycero-3-phosphate(2-) obtained by deprotonation of the phosphate OH groups of 1-(9Z-octadecenyl)-2-arachidonoyl-sn-glycero-3-phosphate; major species at pH 7.3. It is a conjugate base of a 1-(9Z-octadecenyl)-2-arachidonoyl-sn-glycero-3-phosphate. CCCCCCCC/C=C\\CCCCCCCCOC[C@H](COP(=O)([O-])[O-])OC(=O)CCC/C=C\\C/C=C\\C/C=C\\C/C=C\\CCCCC